3,5-dimethylphenyl morpholine-4-carbodithioate N1(CCOCC1)C(=S)SC1=CC(=CC(=C1)C)C